2-propylheptane-1,3-diol C(CC)C(CO)C(CCCC)O